FC=1C=C(C=C(C1)F)C=1SC=2N=CN=C(C2N1)OCCC1=CNC2=CC=C(C=C12)F (3,5-difluorophenyl)-7-(2-(5-fluoro-1H-indol-3-yl)ethoxy)thiazolo[5,4-d]pyrimidine